N-(2-fluorophenyl)propionamide FC1=C(C=CC=C1)NC(CC)=O